[Si](C)(C)(C(C)(C)C)OCCN1N=CC(=C1)CN1C(=NC2=CC=C(C=C2C1=O)S(=O)(=O)NC1(CC1)C)Cl 3-[(1-{2-[(tert-butyldimethylsilyl)oxy]ethyl}pyrazol-4-yl)methyl]-2-chloro-N-(1-methylcyclopropyl)-4-oxoquinazoline-6-sulfonamide